(Z)-2-(5-(3-(5-(8-Amino-8-(hydroxyimino)-2-(3-iodophenyl)-7,7-dimethyloctan-2-yl)-1H-imidazol-2-yl)-4-fluorophenoxy)-6-fluoro-1H-indol-4-yl)acetic acid N\C(\C(CCCCC(C)(C1=CC(=CC=C1)I)C1=CN=C(N1)C=1C=C(OC=2C(=C3C=CNC3=CC2F)CC(=O)O)C=CC1F)(C)C)=N/O